6-bromo-2-(4-chloro-2-(methylsulfonyl)benzyl)-3-(4-chlorophenyl)-4-fluoro-3-((1-(hydroxymethyl)cyclopropyl)methoxy)isoindolin-1-one BrC1=CC(=C2C(N(C(C2=C1)=O)CC1=C(C=C(C=C1)Cl)S(=O)(=O)C)(OCC1(CC1)CO)C1=CC=C(C=C1)Cl)F